tert-butyl 3-cyano-2-(4-phenoxyphenyl)-5,6-dihydro-4H-pyrazolo[5',1':2,3]imidazo[4,5-c]pyridine-7(8H)-carboxylate C(#N)C=1C(=NN2C1NC1=C2CN(CC1)C(=O)OC(C)(C)C)C1=CC=C(C=C1)OC1=CC=CC=C1